2-[3-[3-(difluoromethoxy)-5-methoxy-4-(3-methoxyazetidine-1-carbonyl)phenyl]imidazo[1,2-a]pyridin-7-yl]-2-methyl-propanenitrile FC(OC=1C=C(C=C(C1C(=O)N1CC(C1)OC)OC)C1=CN=C2N1C=CC(=C2)C(C#N)(C)C)F